BrC1=CC=C2C=CC(=CC2=C1)C(=O)N1CCC2=CC=C(C=C12)F (7-bromonaphthalen-2-yl)(6-fluoroindolin-1-yl)methanone